S(N)(=O)(=O)CC1=CC=C(C=C1)NC=1N=CC2=C(N1)CN(CC2)C(=O)OC(C)(C)C tert-butyl 2-{[4-(sulfamoylmethyl)phenyl]amino}-5H,6H,7H,8H-pyrido[3,4-d]pyrimidine-7-carboxylate